7,7'-(oxybis(4,1-phenylenesulfonyl))bis(7-azabicyclo[4.1.0]heptane) O(C1=CC=C(C=C1)S(=O)(=O)N1C2CCCCC12)C1=CC=C(C=C1)S(=O)(=O)N1C2CCCCC12